[Si](C)(C)(C(C)(C)C)O[C@H]1CCC(C=2C=CN=C(C12)Cl)=C (S)-8-((tert-butyldimethylsilyl)oxy)-1-chloro-5-methylene-5,6,7,8-tetrahydroisoquinoline